FC1(CN(CC1)C1=NC=CC(=C1NC(=O)N1CC=2N(CC1)N=NC2)C2=C(C=CC=C2)F)F N-[2-(3,3-difluoropyrrolidin-1-yl)-4-(2-fluorophenyl)-3-pyridyl]-6,7-dihydro-4H-triazolo[1,5-a]pyrazine-5-carboxamide